6-amino-4-chloro-7-(3-methoxy-2,6-dimethylphenyl)-2-methyl-7H-pyrrolo[2,3-d]pyrimidine NC1=CC2=C(N=C(N=C2Cl)C)N1C1=C(C(=CC=C1C)OC)C